tert-butyl (3S,4R)-3-fluoro-4-{[6-(methylcarbamoyl)pyridin-3-yl]oxy}pyrrolidine-1-carboxylate F[C@H]1CN(C[C@H]1OC=1C=NC(=CC1)C(NC)=O)C(=O)OC(C)(C)C